(R)-N-(7-(2-chloro-5-fluorophenyl)-3-(cyanomethyl)-2,9-dioxo-2,3,4,7,8,9-hexahydro-1H-pyrrolo[3,4-H]quinazolin-6-yl)-3-fluoro-5-(trifluoromethyl)benzamide ClC1=C(C=C(C=C1)F)[C@@H]1NC(C=2C1=C(C=C1CN(C(NC21)=O)CC#N)NC(C2=CC(=CC(=C2)C(F)(F)F)F)=O)=O